FC=1C=CC2=C([C@H](C3=C(SC2)C2=C(C=C3)C=CS2)N2N3C(C(N4C2COCC4)=O)=C(C(C=C3)=O)O)C1 12-((R)-8-fluoro-6,11-dihydrobenzo[e]thieno[3',2':5,6]benzo[1,2-b]thiepin-6-yl)-7-hydroxy-3,4,12,12a-tetrahydro-1H-[1,4]oxazino[3,4-c]pyrido[2,1-f][1,2,4]triazine-6,8-dione